FC=1C=CC(=NC1)N1N=C(C=2CC[C@H](CC12)C(=O)N[C@@]1(CS(CC1)(=O)=O)C)C1=CC=NN1C (R)-1-(5-fluoropyridin-2-yl)-N-((S)-3-methyl-1,1-dioxidotetrahydrothiophen-3-yl)-3-(1-methyl-1H-pyrazol-5-yl)-4,5,6,7-tetrahydro-1H-indazole-6-carboxamide